1,2-BENZISOXAZOLE-3-CARBOXALDEHYDE O1N=C(C2=C1C=CC=C2)C=O